CC(C)N1CC(CCC1)C=O 1-(PROPAN-2-YL)PIPERIDINE-3-CARBALDEHYDE